ClC1=CC=C(C(=N1)C(=O)OC)N[C@H](C)C1=C2N=C(C(=NC2=CC(=C1)C)C#N)N1C2C(CC(C1)C2)(F)F methyl 6-chloro-3-(((1R)-1-(2-cyano-3-(6,6-difluoro-2-azabicyclo[2.2.1]heptan-2-yl)-7-methylquinoxalin-5-yl)ethyl)amino)picolinate